CC(C)C(C(C)(C)COC(=O)C(C)C)OC(=O)C(C)C Trimethyl pentanyl diisobutyrate